(S)-3-((4-(3-(difluoromethoxy)-5-isobutyl-2-(2H-tetrazol-5-yl)phenyl)-2-methylpiperazin-1-yl)methyl)pyridazine FC(OC=1C(=C(C=C(C1)CC(C)C)N1C[C@@H](N(CC1)CC=1N=NC=CC1)C)C=1N=NNN1)F